6-bromo-7-[[(3R,5R)-5-[4-[2-[2-(2-hydroxyethoxy)ethoxy]ethoxy]phenyl]-1-methyl-3-piperidyl]amino]thiazolo[3,2-a]pyrimidin-5-one BrC1=C(N=C2N(C1=O)C=CS2)N[C@H]2CN(C[C@H](C2)C2=CC=C(C=C2)OCCOCCOCCO)C